C(CCCCCCC\C=C/CCCCCCCC)(=O)OCC(COC(CCCCCCC\C=C/CCCCCCCC)=O)OC(C=C)=O 2-(acryloyloxy)propane-1,3-diyl dioleate